C(CCC)OC(=O)[C@H]1[C@@H](CC=CC1)C(=O)OCCCC trans-4-cyclohexene-1,2-dicarboxylic acid di-n-butyl ester